3-cyclopropylpyridine-2-carbonitrile C1(CC1)C=1C(=NC=CC1)C#N